(2S,5R)-tert-butyl 4-isobutyryl-5-methyl-2-(3-(4,4,5,5-tetramethyl-1,3,2-dioxaborolan-2-yl)phenyl)piperazine-1-carboxylate C(C(C)C)(=O)N1C[C@@H](N(C[C@H]1C)C(=O)OC(C)(C)C)C1=CC(=CC=C1)B1OC(C(O1)(C)C)(C)C